C(C)(C)NC(O[C@H]1CO[C@@H](C1)C1=CC(=NN1)NC1=CC2=C(CS(C2)(=O)=O)C=C1)=O (3R,5S)-5-(3-((2,2-dioxido-1,3-dihydrobenzo[c]thiophen-5-yl)amino)-1H-pyrazol-5-yl)tetrahydrofuran-3-yl isopropylcarbamate